tert-butyl ((cis)-4-(((1S,2R)-2-(3'-(trifluoromethyl)-[1,1'-biphenyl]-4-yl)cyclopropyl)amino)cyclohexyl)carbamate FC(C=1C=C(C=CC1)C1=CC=C(C=C1)[C@@H]1[C@H](C1)N[C@H]1CC[C@H](CC1)NC(OC(C)(C)C)=O)(F)F